ClC=1C=C(C=CC1F)NC(=O)C=1C=2CC[C@@H](C2C(=CC1)F)NC1=NC=CC(=N1)OC (S)-N-(3-chloro-4-fluorophenyl)-7-fluoro-1-((4-methoxypyrimidin-2-yl)amino)-2,3-dihydro-1H-indene-4-carboxamide